1-[2-cyano-4-(trifluoromethyl)phenyl]-4-{2'-ethoxy-[2,3'-bipyridin]-5-yl}piperidine-4-carboxylic acid C(#N)C1=C(C=CC(=C1)C(F)(F)F)N1CCC(CC1)(C(=O)O)C=1C=CC(=NC1)C=1C(=NC=CC1)OCC